(17a)-17-hydroxy-19-(4-methylphenyl)androsta-4,9(11)-dien-3-one O[C@H]1[C@]2(C)[C@@H](CC1)[C@@H]1CCC3=CC(CC[C@]3(CC3=CC=C(C=C3)C)C1=CC2)=O